COC1=C2CCC(C2=CC=C1)=CC#N 2-(4-methoxy-2,3-dihydro-1H-indene-1-ylidene)acetonitrile